NC=1C(=NC=C(C1)Cl)N1C(CN(CC1)C(CCC(=O)O)=O)C1=CC=C(C=C1)Cl 4-(4-(3-amino-5-chloropyridin-2-yl)-3-(4-chlorophenyl)piperazin-1-yl)-4-oxobutanoic acid